COC1=NSC(=N1)NC(OC1=CC=CC=C1)=O phenyl (3-(methoxy)-1,2,4-thiadiazol-5-yl)carbamate